N1=C(C=CC=C1)S1S(CCC1)C1=NC=CC=C1 1,2-bis(pyridin-2-yl)dithiolane